(3-chloro-6-(difluoromethyl)-2-fluorophenyl)-N-(1-(1-(5-fluoro-2-methyl-6-((1r,5s)-2-oxo-3-azabicyclo[3.1.0]hex-3-yl)pyridin-3-yl)ethyl)-1H-pyrazol-4-yl)pyrazine-2-carboxamide ClC=1C(=C(C(=CC1)C(F)F)C=1C(=NC=CN1)C(=O)NC=1C=NN(C1)C(C)C=1C(=NC(=C(C1)F)N1C([C@@H]2C[C@@H]2C1)=O)C)F